NC1=NC=2C=C(C=CC2C2=C1N=C(N2CC(C)(O)C)CCCC)CC2=CC(=CC=C2)CCN 1-(4-amino-7-(3-(2-aminoethyl)benzyl)-2-butyl-1H-imidazo[4,5-C]quinolin-1-yl)-2-methylpropan-2-ol